FC(C1=NC=C(C(=N1)C1=CC(=NC=C1C(=O)NC=1SC2=C(N1)CN(C2)C(=O)OC(C)(C)C)C)OC)F tert-Butyl 2-(4-(2-(difluoromethyl)-5-methoxypyrimidin-4-yl)-6-methylnicotinamido)-4,6-dihydro-5H-pyrrolo[3,4-d]thiazole-5-carboxylate